4-(4-chlorophenyl)-1,2,3,4-tetrahydro-N-methyl-1-naphthylamine ClC1=CC=C(C=C1)C1CCC(C2=CC=CC=C12)NC